CSC1=CC=C(C=C1)C=1NC(=C(N1)C1=CC=CC=C1)C1=CC=CC=C1 2-(p-methylmercaptophenyl)-4,5-diphenyl-imidazole